Methyl (R)-3-(2-amino-3-phenylpropoxy)isoquinoline-4-carboxylate dihydrochloride Cl.Cl.N[C@@H](COC=1N=CC2=CC=CC=C2C1C(=O)OC)CC1=CC=CC=C1